FC1=NC=C(C=C1)N1N=C(C=C1C)C(F)(F)F 2-Fluoro-5-(5-methyl-3-(trifluoromethyl)-1H-pyrazol-1-yl)pyridine